5-[1-(Benzenesulfonyl)-6,7-difluoro-4-methyl-indol-5-yl]oxy-2-fluoro-benzonitrile C1(=CC=CC=C1)S(=O)(=O)N1C=CC2=C(C(=C(C(=C12)F)F)OC=1C=CC(=C(C#N)C1)F)C